Hexakis(dimethylamino)disilazane CN(C)[Si](N[Si](N(C)C)(N(C)C)N(C)C)(N(C)C)N(C)C